Ethyl 4-((4-(4-((tert-butoxycarbonyl) amino) phenoxy)-3-chlorophenyl) amino)-7-fluoro-1H-indole-2-carboxylate C(C)(C)(C)OC(=O)NC1=CC=C(OC2=C(C=C(C=C2)NC2=C3C=C(NC3=C(C=C2)F)C(=O)OCC)Cl)C=C1